2-((2-((4-(4-(4-(4-(2,6-dioxopiperidin-3-yl)benzyl)piperazin-1-yl)piperidin-1-yl)-2-methoxyphenyl)amino)-5-(trifluoromethyl)pyridin-4-yl)amino)-N-methylbenzamide O=C1NC(CCC1C1=CC=C(CN2CCN(CC2)C2CCN(CC2)C2=CC(=C(C=C2)NC2=NC=C(C(=C2)NC2=C(C(=O)NC)C=CC=C2)C(F)(F)F)OC)C=C1)=O